(E)-N'-(4-chlorobenzyl)-4-(4-(2-(difluoromethyl)-1H-benzo[d]imidazol-1-yl)-6-morpholino-1,3,5-triazin-2-yl)piperazine-1-carboxylic acid hydrazide ClC1=CC=C(CNNC(=O)N2CCN(CC2)C2=NC(=NC(=N2)N2C(=NC3=C2C=CC=C3)C(F)F)N3CCOCC3)C=C1